Ethyl 7-fluoro-8-(2-(2-hydroxypropan-2-yl)-1-methyl-1H-imidazol-4-yl)-1-isopropyl-4-oxo-4H-quinolizine-3-carboxylate FC1=CN2C(C(=CC(=C2C=C1C=1N=C(N(C1)C)C(C)(C)O)C(C)C)C(=O)OCC)=O